N-allyl-3-amino-8-bromoimidazo[1,2-a]pyridine-2-carboxamide C(C=C)NC(=O)C=1N=C2N(C=CC=C2Br)C1N